C1(CC1)COC=1C=C(C=CC1OC(F)F)C1([NH+](C=CC=C1)[O-])CCO 2-(3-(cyclopropylmethoxy)-4-(difluoromethoxy)phenyl)-2-(hydroxyethyl)pyridine 1-oxide